C1(=CC=CC=C1)C1=C(C2=C([Se]C3=C2C=CC=C3)C=C1)C1=NN=NC(=C1C1=C(C=CC=C1)C1=CC=CC=C1)C1=C(C=CC=C1)C1=CC=CC=C1 (phenyl)[di(biphenylyl)triazinyl]dibenzoSelenophene